ClC1=NC=C2N(C(N(C2=N1)C1CCC(CC1)=O)=O)CC 2-chloro-7-ethyl-9-(4-oxocyclohexyl)-7,9-dihydro-8H-purin-8-one